trimethylbis[trimethylsiloxy]styrene CC=1C(=C(C(=C(O[Si](C)(C)C)O[Si](C)(C)C)C)C=CC1)C